hexadecylcyclopropanecarboxylic acid C(CCCCCCCCCCCCCCC)C1(CC1)C(=O)O